n-Octadecyldimethylsilane C(CCCCCCCCCCCCCCCCC)[SiH](C)C